5-Fluoro-7-(6-fluoro-2-methyl-2H-indazol-5-yl)-3-(piperidin-4-yl)cinnoline hydrochloride Cl.FC1=C2C=C(N=NC2=CC(=C1)C1=CC2=CN(N=C2C=C1F)C)C1CCNCC1